S(=O)(=O)(OCC#C)OCC#C di(2-propynyl) sulfate